C(C)(C)(C)OC(=O)N1CCN(CC1)C=1SC=C(N1)C(=O)OC Methyl 2-(4-(tert-butoxycarbonyl)piperazin-1-yl)thiazole-4-carboxylate